4-(8-Fluoro-2-((tetrahydro-1H-pyrrolizin-7a(5H)-yl)methoxy)-4-((1R,5S)-8-(2,2,2-trifluoroethyl)-3,8-diazabicyclo[3.2.1]octan-3-yl)pyrido[4,3-d]pyrimidin-7-yl)naphthalen-2-ol FC1=C(N=CC2=C1N=C(N=C2N2C[C@H]1CC[C@@H](C2)N1CC(F)(F)F)OCC12CCCN2CCC1)C1=CC(=CC2=CC=CC=C12)O